C1(CC1)C1=C(C=NC=2OCCN(C21)C(=O)OC(C)(C)C)N2CC=1N=C(N=CC1CC2)NC2=CC=C(C=C2)CS(=O)(=O)C tert-butyl 8-cyclopropyl-7-(2-{[4-(methanesulfonylmethyl)phenyl]amino}-5H,6H,7H,8H-pyrido[3,4-d]pyrimidin-7-yl)-1H,2H,3H-pyrido[2,3-b][1,4]oxazine-1-carboxylate